C(C1=CC=CC=C1)N1C(C=CC(=C1)OCOC)=O 1-benzyl-5-(methoxymethoxy)pyridine-2(1H)-one